NN(CCOCCOC1=CC=C(C=C1)C=1OC2=CC=CC=C2C(C1)=O)\C=C(\CCCCOC1=CC=C(C=C1)\C=C\C(=O)C1=C(C=C(C=C1)F)O)/N 2-[4-[2-[2-[Amino-[(Z)-2-amino-6-[4-[(E)-3-(4-fluoro-2-hydroxyphenyl)-3-oxoprop-1-enyl]phenoxy]hex-1-enyl]amino]ethoxy]ethoxy]phenyl]chromen-4-one